NC1=NC=CC=C1C1=NC=2C(=NC(=CC2)N2N=CC=C2)N1C=1C=C2CC[C@H](C2=CC1)NC(OC(C)(C)C)=O tert-butyl (R)-(5-(2-(2-aminopyridin-3-yl)-5-(1H-pyrazol-1-yl)-3H-imidazo[4,5-b]pyridin-3-yl)-2,3-dihydro-1H-inden-1-yl)carbamate